C(#N)C=1C=CC(=C(C1)C1=CC(=NC=C1C(=O)NC=1SC2=NC(=CC=C2N1)C1=CC=C(C=C1)C#N)C)C 4-(5-cyano-2-methylphenyl)-N-(5-(4-cyanophenyl)thiazolo[5,4-b]pyridin-2-yl)-6-methylnicotinamide